[I-].C(CCCCCCC)[NH3+] Octylammonium Iodide